2-[1-[(4-ethylphenyl)methyl]-5-oxopyrrolidin-2-yl]-N-methyl-N-phenylacetamide C(C)C1=CC=C(C=C1)CN1C(CCC1=O)CC(=O)N(C1=CC=CC=C1)C